[Cl-].C(C1=CC=CC=C1)[NH3+] benzyl-ammonium chloride